NC=1N(N=C2C1C(=NC(=C2)O)O)C2=CC=CC=C2 3-amino-2-phenyl-2H-pyrazolo[4,3-C]pyridine-4,6-diol